2'-chloro-N-[5-(cyanomethoxy)-1,3-benzothiazol-2-yl]-5'-methoxy-6-methyl-[4,4'-bipyridine]-3-carboxamide ClC1=NC=C(C(=C1)C1=C(C=NC(=C1)C)C(=O)NC=1SC2=C(N1)C=C(C=C2)OCC#N)OC